NC1=CC(C=CC1=NC1=CC=C(C=C1)N(C)C)=O 3-amino-4-{[4-(dimethylamino)phenyl]imino}cyclohexa-2,5-dien-1-one